C1=CC=CC=2C3=CC=CC=C3C(C12)COC(=O)N[C@H](C(=O)O)CCCCNC(NC1=CC=CC=C1)=O (2S)-2-({[(9H-fluoren-9-yl)methoxy]carbonyl}amino)-6-[(phenylcarbamoyl)amino]hexanoic acid